N4,N4,N4',N4'-tetrakis([1,1'-biphenyl]-4-yl)[1,1'-biphenyl]-4,4'-diamine C1(=CC=C(C=C1)N(C1=CC=C(C=C1)C1=CC=C(C=C1)N(C1=CC=C(C=C1)C1=CC=CC=C1)C1=CC=C(C=C1)C1=CC=CC=C1)C1=CC=C(C=C1)C1=CC=CC=C1)C1=CC=CC=C1